(2,4-dimethylphenyl)boronic acid methyl-(8S)-7-[2-(5-bromo-1-oxo-isoindolin-2-yl)acetyl]-1,4-dioxa-7-azaspiro[4.4]nonane-8-carboxylate COC(=O)[C@H]1N(CC2(OCCO2)C1)C(CN1C(C2=CC=C(C=C2C1)Br)=O)=O.CC1=C(C=CC(=C1)C)B(O)O